OCCOCCOCCOCCOCCOCCOCCOC1CCN(CC1)C(=O)OC(C)(C)C tert-butyl 4-[2-[2-[2-[2-[2-[2-(2-hydroxyethoxy) ethoxy]ethoxy]ethoxy]ethoxy] ethoxy]ethoxy]piperidine-1-carboxylate